FC1(CCN(CC1)C)C1=NC2=CC=C(C=C2C(N1)=O)C=1C=CC=2N(C1)C=C(N2)C 2-(4-Fluoro-1-methylpiperidin-4-yl)-6-(2-methylimidazo[1,2-a]pyridin-6-yl)quinazolin-4(3H)-one